N1CC(C1)N1N=C(C=2C1=NC=CC2)C2=CC=C(C=C2)C(F)(F)F 1-(azetidin-3-yl)-3-(4-(trifluoromethyl)phenyl)-1H-pyrazolo[3,4-b]pyridine